8-benzyl 3-(tert-butyl) (1R,5S)-2-(((4-(1,3-dioxoisoindolin-2-yl)butyl)((S)-5,6,7,8-tetrahydroquinolin-8-yl)amino)methyl)-3,8-diazabicyclo[3.2.1]octane-3,8-dicarboxylate O=C1N(C(C2=CC=CC=C12)=O)CCCCN([C@H]1CCCC=2C=CC=NC12)CC1[C@H]2CC[C@@H](CN1C(=O)OC(C)(C)C)N2C(=O)OCC2=CC=CC=C2